FC1=C(C(=CC=C1)F)C1=CC=CC2=C1C(=NO2)N2C(N1[C@H](C2)C([C@@H](C1)NS(=O)(=O)CC)(F)F)=O N-{(6R,7aR)-2-[4-(2,6-Difluorophenyl)-1,2-benzoxazol-3-yl]-7,7-difluoro-3-oxohexahydro-1H-pyrrolo[1,2-c]imidazol-6-yl}ethanesulfonamide